OC(C(=O)OCCCC)(C)C butyl α-hydroxyisobutyrate